(1S)-1-methyl-2-morpholin-4-yl-2-oxoethyl methyl (2E)-but-2-ene-1,4-dioate C(\C=C\C(=O)OC)(=O)O[C@H](C(=O)N1CCOCC1)C